C(C)(=O)N1CC2=CC=CC(=C2CC1)NC1=NC(=NC=C1C(=O)N)NC1=C(C=C2CCN(CC2=C1)C)OC 4-[(2-acetyl-1,2,3,4-tetrahydroisoquinolin-5-yl)amino]-2-[(6-methoxy-2-methyl-1,2,3,4-tetrahydroisoquinolin-7-yl)amino]pyrimidine-5-carboxamide